diisobutylaluminum C(C(C)C)[Al]CC(C)C